ethyl (E)-2-(3-(5-(benzyloxy)-1-(4-fluoro-3-methylphenyl)-2-(tetrahydro-2H-pyran-4-yl)-1H-indol-3-yl)cyclohexylidene)acetate C(C1=CC=CC=C1)OC=1C=C2C(=C(N(C2=CC1)C1=CC(=C(C=C1)F)C)C1CCOCC1)C1C\C(\CCC1)=C\C(=O)OCC